C1(CC1)C1=C(C2=C(C=3C(=NNC3C=C2)F)CCC1)C1=CC=C(C=C1)N1CCC(CC1)CN1CCN(CC1)C=1C=C2CN(C(C2=CC1)=O)[C@@H]1C(NC(CC1)=O)=O (S)-3-(5-(4-((1-(4-(7-cyclopropyl-1-fluoro-3,8,9,10-tetrahydrocyclohepta[e]indazol-6-yl)phenyl)piperidin-4-yl)methyl)piperazin-1-yl)-1-oxoisoindolin-2-yl)piperidine-2,6-dione